N1C=[NH+]C=C1.CN(CCN)C N,N-dimethylethylenediamine imidazolium salt